methyl 4-((2,2-dimethyl-4-oxo-3,8,11,14,17,20-hexaoxa-5-azadocosan-22-yl)amino)-2-methylbenzoate CC(C)(OC(NCCOCCOCCOCCOCCOCCNC1=CC(=C(C(=O)OC)C=C1)C)=O)C